C1(=CC=CC=C1)C1(C([Si](C=C1)(C1=CC=CC=C1)C1=CC=CC=C1)(C1=CC=CC=C1)C1=CC=CC=C1)C1=CC=CC=C1 hexa-phenyl-silole